Kalium sulfit S(=O)([O-])[O-].[K+].[K+]